1-(2-(3-(benzyloxy)-4-(pyridin-3-yl)phenyl)propan-2-yl)-3-(2-(2,6-dioxopiperidin-3-yl)-1-oxoisoindolin-5-yl)urea C(C1=CC=CC=C1)OC=1C=C(C=CC1C=1C=NC=CC1)C(C)(C)NC(=O)NC=1C=C2CN(C(C2=CC1)=O)C1C(NC(CC1)=O)=O